2-(6-amino-5-(8-(2-(3-(piperidin-4-yloxy)cyclobutoxy)pyridin-4-yl)-3,8-diazabicyclo[3.2.1]octan-3-yl)pyridazin-3-yl)phenol hydrochloride Cl.NC1=C(C=C(N=N1)C1=C(C=CC=C1)O)N1CC2CCC(C1)N2C2=CC(=NC=C2)OC2CC(C2)OC2CCNCC2